BrC1=CC(=CC=2NC(=NC21)C(=O)NC)C2CC2 4-bromo-6-cyclopropyl-N-methyl-1H-benzo[d]imidazole-2-carboxamide